3-amino-2-methoxy-3-((naphthalen-2-yloxy)methyl)isoindolin-1-one NC1(N(C(C2=CC=CC=C12)=O)OC)COC1=CC2=CC=CC=C2C=C1